The molecule is a sulfonamide that is 5-chloronaphthalene-2-sulfonamide in which one of the hydrogens of the nitrogen atom is substituted by a 4-aminobutyl group. It is a sulfonamide, an organochlorine compound, a member of naphthalenes and a primary amino compound. It is a conjugate base of a N-(4-aminobutyl)-5-chloronaphthalene-2-sulfonamide(1+). C1=CC2=C(C=CC(=C2)S(=O)(=O)NCCCCN)C(=C1)Cl